FC=1C=C(C=CC1)S(=O)C1=CC(=CC=C1)F bis(3-fluorophenyl) sulfoxide